(3S)-4-amino-N-((1R,2R)-2-cyanocyclopentyl)-3-methyl-N-((5-(trifluoromethyl)-2-pyridinyl)methyl)-1,3-dihydrofuro[3,4-c]quinoline-8-carboxamide NC1=NC=2C=CC(=CC2C2=C1[C@@H](OC2)C)C(=O)N(CC2=NC=C(C=C2)C(F)(F)F)[C@H]2[C@@H](CCC2)C#N